Fluoren-6-yl trifluoromethanesulfonate FC(S(=O)(=O)OC=1C=C2C=3C=CC=CC3CC2=CC1)(F)F